4-(1-Benzyl-1H-pyrazol-4-yl)-2-(4-methyl-1-{[2-(trimethylsilyl)ethoxy]methyl}-1H-imidazol-2-yl)pyridine C(C1=CC=CC=C1)N1N=CC(=C1)C1=CC(=NC=C1)C=1N(C=C(N1)C)COCC[Si](C)(C)C